ClC1=C2C(=CC=NC2=C(C(=C1)[N+](=O)[O-])O)N1CCC2(CC2)CC1 5-chloro-7-nitro-4-(6-azaspiro[2.5]oct-6-yl)quinolin-8-ol